C[C@H]1N(CCNC1=O)C(=O)OC(C)(C)C tert-butyl (2R)-2-methyl-3-oxopiperazin-1-ylcarboxylate